C1=C(C=CC=C1)S(=O)(=O)C1=CC=C(C=C1)C1=C2CNC(C2=CC=C1)=O 4-(4-(benzene-2-sulfonyl)phenyl)isoindolin-1-one